P(=O)([O-])([O-])[O-].[Bi+3].[Cd+2].[Bi+3] bismuth cadmium bismuth phosphate